C(C)(C)(C)OC(=O)C1CCCC2=C(C3=C1C=CC=C3)C=CC=C2 dibenzocyclooctane-5-carboxylic acid tert-butyl ester